2-ethynyl-1-((2-(trimethylsilyl)ethoxy)methyl)-1H-pyrrolo[2,3-b]pyridine-5-carbonitrile C(#C)C1=CC=2C(=NC=C(C2)C#N)N1COCC[Si](C)(C)C